thiazinane 1-oxide S1(NCCCC1)=O